CNC(=O)C1=NN(C(=C1)C(=O)NC1CCOCC1)[C@@H](C)C1=CC=CC=C1 (S)-N3-methyl-1-(1-phenylethyl)-N5-(tetrahydro-2H-pyran-4-yl)-1H-pyrazole-3,5-dicarboxamide